C1(=CC=C(C=C1)C=1C=CC2=C(C1)C=1N=CN=C(C1O2)C2=CC(=CC(=C2)N2C1=CC=CC=C1C=1C=CC=CC21)N2C1=CC=CC=C1C=1C=CC=CC21)C2=CC=CC=C2 8-(1,1'-biphenyl-4-yl)-4-(3,5-di-9H-carbazol-9-yl-phenyl)benzofuro[3,2-d]pyrimidine